CC1(COCC(N1CC1=CC=C(O1)\C(\C(\C)=N\NC(NCC)=S)=N\NC(NCC)=S)(C)C)C (2E,2'E)-2,2'-(1-(5-((3,3,5,5-tetramethylmorpholino)methyl)furan-2-yl)propane-1,2-diylidene)bis(N-ethylhydrazine-1-carbothioamide)